(3S,8aS*)-7-(3-Chloro-2-fluoro-6-(1H-tetrazol-1-yl)phenyl)-N-(2-(difluoromethyl)-2H-indazol-5-yl)-5-oxo-1,2,3,5,8,8a-hexahydroindolizine-3-carboxamide ClC=1C(=C(C(=CC1)N1N=NN=C1)C1=CC(N2[C@@H](CC[C@H]2C1)C(=O)NC1=CC2=CN(N=C2C=C1)C(F)F)=O)F |o1:19|